C(#CC)C=1C(NC(NC1)=O)=O 5-(propynyl)uracil